(E)-3-fluoro-2-(6-fluorochroman-2-yl)prop-2-en F/C=C(\C)/C1OC2=CC=C(C=C2CC1)F